C1(=CC=CC=2C3=CC=CC=C3CC12)COC(=O)N[C@@H](CSC(C1=CC=CC=C1)(C1=CC=CC=C1)C1=CC=CC=C1)C(=O)O N-[(9H-fluorenylmethoxy)carbonyl]-S-(trityl)-L-cysteine